COC1=C(C(=CC(=C1)C)C)C1=CC=C2C=CC(=NC2=N1)C[C@@H]1N(CCC1)C(C)=O 1-[(2R)-2-[[7-(2-methoxy-4,6-dimethyl-phenyl)-1,8-naphthyridin-2-yl]methyl]pyrrolidin-1-yl]ethanone